N-(4-(4-(6-(4,4-difluoropiperidin-1-yl)-4-methylpyridin-2-yl)-1H-1,2,3-triazol-1-yl)-3-(6-azaspiro[2.5]octan-6-yl)phenyl)methanesulfonamide FC1(CCN(CC1)C1=CC(=CC(=N1)C=1N=NN(C1)C1=C(C=C(C=C1)NS(=O)(=O)C)N1CCC2(CC2)CC1)C)F